COC1=CC=CC(=N1)N 6-methoxypyridin-2-amine